CN(S(=O)(=O)CCCNC1=NC(N(C2=CC(=CC=C12)C(F)(F)F)C1=C(C=CC=C1)C)=O)C N,N-dimethyl-3-((2-oxo-1-(o-tolyl)-7-(trifluoromethyl)-1,2-dihydroquinazolin-4-yl)amino)propane-1-sulfonamide